C1(CCCC1)[Pd](CCl)(C1=CC(=CC(=C1)F)F)C1CCCC1 dicyclopentyl-(3,5-difluorophenyl)chloromethylpalladium